3,3'-nonamethylenebis[1-(4-vinylbenzyl)-5-amino-1H-1,2,4-triazole] C(=C)C1=CC=C(CN2N=C(N=C2N)CCCCCCCCCC2=NN(C(=N2)N)CC2=CC=C(C=C2)C=C)C=C1